BrC1=CC(=C(C(=C1)F)C=NC1=CC2=C(N(C=N2)COCC[Si](C)(C)C)C=C1)F 1-(4-bromo-2,6-difluorophenyl)-N-(1-((2-(trimethylsilyl)ethoxy)methyl)-1H-benzo[d]imidazol-5-yl)methanimine